tert-butyl 4a,5,6,7,10,11-hexahydro-4H-pyridazino[3,4-c]pyrido[4',3':3,4]pyrazolo[1,5-a]azepine-12(13H)-carboxylate N=1N=CCC2C1C=1N(CCC2)N=C2C1CN(CC2)C(=O)OC(C)(C)C